CC=1C=C2C=3CCC[C@H](C3NC2=CC1)N[C@H](C)C1=CC=CC=C1 (R)-6-methyl-N-((R)-1-phenylethyl)-2,3,4,9-tetrahydro-1H-carbazol-1-amine